FC=1C=C2C(=C(C=NC2=CC1F)C(=O)N1CCN(CC1)S(=O)(=O)C)C1=CC=C(C=C1)C1(CC1)C#N 1-(4-(6,7-difluoro-3-(4-(methylsulfonyl)piperazine-1-carbonyl)quinolin-4-yl)phenyl)cyclopropane-1-carbonitrile